2-(3-Oxa-6-azabicyclo[3.1.1]heptan-6-yl)-N-(3-fluoro-5-methoxy-2-((1-(trifluoromethyl)-2-oxabicyclo[2.2.2]octan-4-yl)carbamoyl)phenyl)-6-methoxybenzo[d]thiazole-7-carboxamide C12COCC(N1C=1SC3=C(N1)C=CC(=C3C(=O)NC3=C(C(=CC(=C3)OC)F)C(NC31COC(CC3)(CC1)C(F)(F)F)=O)OC)C2